(E)-1H-pyrrole-3-carboxamide N1C=C(C=C1)C(=O)N